COS(=O)(=O)[O-].OCC[N+](C)(CCO)CCO N,N,N-tris(2-hydroxyethyl)-N-methyl-ammonium methyl-sulfate